(trans-4-ethoxycyclohexyl)-3-(pyrimidin-2-yl)-1H-pyrazol-4-amine C(C)O[C@@H]1CC[C@H](CC1)N1N=C(C(=C1)N)C1=NC=CC=N1